2-bromo-9,9-dihexyl-7-iodo-9H-fluorene BrC1=CC=2C(C3=CC(=CC=C3C2C=C1)I)(CCCCCC)CCCCCC